ClCCC[Si](OC)(OC)OC 3-chloropropyltrimethoxylsilane